3-((3-exo)-3-((6-((5-methyl-1H-pyrazol-3-yl)amino)-[1,2,4]triazolo[1,5-a]pyrazin-8-yl)amino)-8-azabicyclo[3.2.1]octan-8-yl)propionitrile CC1=CC(=NN1)NC=1N=C(C=2N(C1)N=CN2)NC2CC1CCC(C2)N1CCC#N